(S)-6-((4-((2-hydroxy-1-phenylethyl)amino)-5-(1,3,4-oxadiazol-2-yl)pyridin-2-yl)amino)-3,3-dimethylisochroman-1-one OC[C@H](C1=CC=CC=C1)NC1=CC(=NC=C1C=1OC=NN1)NC=1C=C2CC(OC(C2=CC1)=O)(C)C